O=C1N[C@H]2[C@@H](OC1)CCN(C2)C(=O)N2CCC(CC2)N(C(CC2=C(C(=CC=C2)C(F)(F)F)Cl)=O)C N-[1-[(4aR,8aS)-3-oxo-4,4a,5,7,8,8a-hexahydropyrido[4,3-b][1,4]oxazine-6-carbonyl]piperidin-4-yl]-2-[2-chloro-3-(trifluoromethyl)phenyl]-N-methylacetamide